P(=O)(OC(C(C(C(C(C(C(C(C(C(F)(F)F)(F)F)(F)F)(F)F)(F)F)(F)F)(F)F)(F)F)(F)F)(F)F)([O-])[O-] Perfluorodecyl phosphate